ClC=1C(=CC2=CN(N=C2C1)C)\N=C\1/NC(N(C(N1CC1=C(C=C(C(=C1)F)F)F)=O)CC1=NN(C=N1)C)=O (E)-6-[(6-chloro-2-methyl-2H-indazol-5-yl)imino]-3-[(1-methyl-1H-1,2,4-triazol-3-yl)methyl]-1-(2,4,5-trifluorobenzyl)-1,3,5-triazine-2,4-dione